C(C=C)(=O)N1C2CN(CC1CN(C2)S(=O)(=O)C)C2=NC(N1C3=C(C(=C(C=C23)Cl)C2=C(C=C(C=C2)F)F)SCC1)=O 7-(9-acryloyl-7-(methylsulfonyl)-3,7,9-triazabicyclo[3.3.1]nonan-3-yl)-9-chloro-10-(2,4-difluorophenyl)-2,3-dihydro-5H-[1,4]thiazino[2,3,4-ij]quinazolin-5-one